ClC1=CC=C(C=C1)[C@]1(N(C(C2=CC(=CC(=C12)F)C(CC)(C=1N=CN(C1)C)O)=O)CC1=NC=C(C=N1)Cl)[C@@H]1C[C@@H](C1)O (3R)-3-(4-chlorophenyl)-2-[(5-chloropyrimidin-2-yl)methyl]-4-fluoro-6-[1-hydroxy-1-(1-methyl-1H-imidazol-4-yl)propyl]-3-[cis-3-hydroxycyclobutyl]-2,3-dihydro-1H-isoindol-1-one